2-(3-methoxyoxetan-3-yl)-4-methyl-3-((3S,4R)-3-methylpiperidin-4-yl)pyridine COC1(COC1)C1=NC=CC(=C1[C@H]1[C@@H](CNCC1)C)C